C1=CC=CC=2SC3=C(C21)C(=CC=C3)S(=O)(=O)[O-] dibenzothiophene-9-sulfonate